C(C)[C@H]1N(C[C@@H](N(C1)C(=O)OC(C)(C)C)C)C(C)C1=C(C=C(C=C1)C(F)(F)F)F tert-butyl (2S,5R)-5-ethyl-4-(1-(2-fluoro-4-(trifluoromethyl)phenyl)ethyl)-2-methylpiperazine-1-carboxylate